(1,3-dimethyl-1H-pyrazol-4-yl)methanamine CN1N=C(C(=C1)CN)C